N-(5-(((2r,5's)-5-ethoxy-5'-methyl-3H-spiro[furo[2,3-c]pyridin-2,3'-pyrrolidin]-1'-yl)methyl)-4-fluorothiazol-2-yl)acetamide C(C)OC=1C=C2C(=CN1)O[C@]1(CN([C@H](C1)C)CC1=C(N=C(S1)NC(C)=O)F)C2